C(N)(=S)N\N=C(\CNC(OC(C)(C)C)=O)/C1SCCCS1 tert-butyl N-[(2Z)-2-[(carbamothioylamino)imino]-2-(1,3-dithian-2-yl)ethyl]carbamate